[Ge].[Si].[Zr].C(C)OC(C(CCC(C)C)N1C(C=C(C=C1)\C=C\OCC)=O)=O.CC(CCC(C(=O)OCC)N1C(C=C(C=C1)CC=O)=O)C ethyl 5-methyl-2-(2-oxo-4-(2-oxoethyl)pyridin-1(2H)-yl)hexanoate Ethyl-(E)-2-(4-(2-ethoxyvinyl)-2-oxopyridin-1(2H)-yl)-5-methylhexanoate Zirconium silicon germanium